(R)-N-t-butoxycarbonyl-3-(aminomethyl)pyrrolidine C(C)(C)(C)OC(=O)N1C[C@H](CC1)CN